4-(4-(4-(1-propenoylazetidin-3-yl)piperazin-1-yl)phenyl)-6-(1-cyclopropyl-1H-pyrazol-4-yl)pyrazolo[1,5-a]pyridine-3-carbonitrile C(C=C)(=O)N1CC(C1)N1CCN(CC1)C1=CC=C(C=C1)C=1C=2N(C=C(C1)C=1C=NN(C1)C1CC1)N=CC2C#N